CS(=O)(=O)N[C@@H]1[C@@H](N(CCC1)C(=O)OC(C)C)CN1N=CC(=C1)C1=CC=CC=C1 isopropyl cis-3-((methylsulfonyl)amino)-2-((4-phenyl-1H-pyrazol-1-yl)methyl)piperidine-1-carboxylate